3-Azetidinone hydrochloride Cl.N1CC(C1)=O